C1(=CC=C(C=C1)N(C1=CC=CC=2C(C3=C(C=C(C=C3C12)C(C)(C)C)C(C)(C)C)(C1=CC=CC=C1)C)C1=CC=2C(C3=CC=CC=C3C2C=C1)(C)C)C1=CC=CC=C1 N-{[1,1'-biphenyl]-4-yl}-6,8-di-tert-butyl-N-(9,9-dimethyl-9H-fluoren-2-yl)-9-methyl-9-phenyl-9H-fluorene-4-amine